N-[(1S)-5-[2-(2-aminopyridin-3-yl)-5-(pyrazol-1-yl)imidazo[4,5-b]pyridin-3-yl]-2,3-dihydro-1H-inden-1-yl]-3-(prop-2-enamido)benzamide NC1=NC=CC=C1C1=NC=2C(=NC(=CC2)N2N=CC=C2)N1C=1C=C2CC[C@@H](C2=CC1)NC(C1=CC(=CC=C1)NC(C=C)=O)=O